C(C)(C)(C)C1=C(NC(C(=O)O)=O)C=CC=C1 2-(2-t-butylanilino)-2-oxo-acetic acid